C1(=NC=CC2=CC=CC=C12)C1=C([O-])C=CC=C1.[Li+] lithium 2-(1-isoquinolyl)phenoxide